t-butyl (7-bromo-2-oxo-3,4-dihydroquinolin-1(2H)-yl)acetate BrC1=CC=C2CCC(N(C2=C1)CC(=O)OC(C)(C)C)=O